N-(4-methoxy-7-phenyl-1H-1,3-benzodiazol-2-yl)-4-(morpholine-4-carbonyl)benzamide COC1=CC=C(C=2NC(=NC21)NC(C2=CC=C(C=C2)C(=O)N2CCOCC2)=O)C2=CC=CC=C2